C(C1=CC=CC=C1)C1=CC=C(C=C1)N(C(C(=C)C)=O)C1=CC=C(C=C1)CC1=CC=CC=C1 N,N-bis(4-benzyl-phenyl)methacrylamide